(R)-4-ethoxy-N-(1-(5-((4-(4-morpholino-7H-pyrrolo[2,3-d]pyrimidin-6-yl)phenyl)amino)pyrimidin-2-yl)piperidin-3-yl)but-2-ynamide C(C)OCC#CC(=O)N[C@H]1CN(CCC1)C1=NC=C(C=N1)NC1=CC=C(C=C1)C1=CC2=C(N=CN=C2N2CCOCC2)N1